ClC1=C(C(=CC=C1)Cl)N1C=2N(C3=C(C1=O)C=NC(=N3)NC3=CC(=C(C(=C3)F)N3CCN(CC3)C)Br)CCN2 6-(2,6-Dichlorophenyl)-2-((3-bromo-5-fluoro-4-(4-methylpiperazin-1-yl)phenyl)amino)-8,9-dihydroimidazo[1,2-a]pyrimido[5,4-e]pyrimidin-5(6H)-one